S(C)(=O)(=O)O.C1(CC1)C=1NC(=C(N1)C1=CC=C2C(=N1)N(C(=N2)N)CC(C)C)C2=C(C=C(C=C2)F)F 5-[2-cyclopropyl-5-(2,4-difluorophenyl)-1H-imidazol-4-yl]-3-isobutyl-3H-imidazo[4,5-b]pyridin-2-ylamine mesylate